N-(3-methoxybenzyl)-N-(4-(4-methylpiperazin-1-yl)benzyl)-2-((4-methylpiperazin-1-yl)methyl)pyridin-4-amine COC=1C=C(CN(C2=CC(=NC=C2)CN2CCN(CC2)C)CC2=CC=C(C=C2)N2CCN(CC2)C)C=CC1